tert-butyl 3-cyanopiperidine-1-carboxylate C(#N)C1CN(CCC1)C(=O)OC(C)(C)C